FC(SN=S1CCNCC2=C1C=CC=C2)(F)F 1-((trifluoromethylthio)imino)-2,3,4,5-tetrahydro-1H-1λ4-benzo[f][1,4]thiazepine